2-decene-1,4-olide C1(C=CC(CCCCCC)O1)=O